C(=O)(OC(C)C)[C@H](O)[C@@H](O)C(=O)OC(C)C (+)-di-isopropyl L-tartrate